ClC1=NNC2=NC=C(C=C21)[N+](=O)[O-] 3-chloro-5-nitro-1H-pyrazolo[3,4-b]pyridine